ClC1=CN=C2N1C=C(C=C2)NC(C2=C(C(=CC=C2)C(F)(F)F)Cl)=O N-(3-chloro-imidazo[1,2-a]pyridin-6-yl)-2-chloro-3-trifluoromethyl-benzamide